[Fe+2].[Co+2].FC1=C(C(=C(C(=C1F)F)F)F)C=1C2=CC=C(N2)C(=C2C=CC(C(=C3C=CC(=C(C=4C=CC1N4)C4=C(C(=C(C(=C4F)F)F)F)F)N3)C3=C(C(=C(C(=C3F)F)F)F)F)=N2)C2=C(C(=C(C(=C2F)F)F)F)F 5,10,15,20-tetrakis(2,3,4,5,6-pentafluorophenyl)porphyrin cobalt (II) iron